1,4-dibromo-2,5-bis(2-bromoethyl)benzene BrC1=C(C=C(C(=C1)CCBr)Br)CCBr